CC1N(CC=C(CC1)C1=C(C(=CC=2OCOC21)NC2=NC(=CC(=N2)C)NC)C)C(=O)OC(C)(C)C tert-butyl 2-methyl-5-[5-methyl-6-[[4-methyl-6-(methylamino)pyrimidin-2-yl]amino]-1,3-benzodioxol-4-yl]-2,3,4,7-tetrahydroazepine-1-carboxylate